FC(C=1C=C(C=C(C1)C(F)(F)F)B1OCCN(CCO1)C)(F)F 2-(3,5-di(trifluoromethyl)phenyl)-6-methyl-[1,3,6,2]dioxazaborocane